C1(CC1)CC1=CNC=2N=CN=C(C21)N[C@H]2CC[C@H](N(C2)C(C=C)=O)CC 1-((2R,5S)-5-((5-(cyclopropylmethyl)-7H-pyrrolo[2,3-d]pyrimidin-4-yl)amino)-2-ethylpiperidin-1-yl)prop-2-en-1-one